2-(adamantane-1-yl)acetic acid ((2S,3R,4R)-4-(3,4-dimethoxybenzyl)-2-(3,4-dimethoxyphenyl)tetrahydrofuran-3-yl)methyl ester COC=1C=C(C[C@@H]2[C@@H]([C@H](OC2)C2=CC(=C(C=C2)OC)OC)COC(CC23CC4CC(CC(C2)C4)C3)=O)C=CC1OC